CIS-N-(4-FORMYL-CYCLOHEXYL)-ACETAMIDE C(=O)[C@H]1CC[C@H](CC1)NC(C)=O